4-(5-(3,5-bis(trifluoromethyl)phenyl)-5-(trifluoromethyl)-4,5-dihydroisoxazol-3-yl)-2-methylbenzoic acid FC(C=1C=C(C=C(C1)C(F)(F)F)C1(CC(=NO1)C1=CC(=C(C(=O)O)C=C1)C)C(F)(F)F)(F)F